(1R,5S,6r)-N-methyl-N-(1-methylcyclopropyl)-3-azabicyclo[3.1.0]Hexane-6-carboxamide CN(C(=O)C1[C@H]2CNC[C@@H]12)C1(CC1)C